4-bromo-2,3,6,7-tetrahydrooxazepine BrC=1CNOCCC1